ClC=1C=C2C3=C(NC2=CC1)[C@@H](N(CC3)C=3SC(=NN3)C(F)(F)F)C[C@@H]3COCCC3 (1S)-6-chloro-1-{[(3R)-oxan-3-yl]methyl}-2-[5-(trifluoromethyl)-1,3,4-thiadiazol-2-yl]-2,3,4,9-tetrahydro-1H-pyrido[3,4-b]indole